ClC1=C(C=C(C(=C1)F)[N+](=O)[O-])[N+](=O)[O-] 1-chloro-2,4-dinitro-5-fluorobenzene